4-amino-2-cyclopentylbenzonitrile NC1=CC(=C(C#N)C=C1)C1CCCC1